NC([C@H](C[C@H]1C(NCC1)=O)NC(=O)[C@H]1N(C[C@H]2[C@@H]1CCC2)C(CCC2=CC(=CC(=C2)F)F)=O)=O (1S,3aR,6aS)-N-((S)-1-amino-1-oxo-3-((S)-2-oxopyrrolidin-3-yl)propan-2-yl)-2-(3-(3,5-difluorophenyl)propanoyl)octahydrocyclopenta[c]pyrrole-1-carboxamide